FC=1C=C2CCC(C2=CC1F)=O 5,6-difluoro-2,3-dihydro-1H-inden-1-one